3-bromo-5-((4-((dieth-ylamino)methyl)phenylimino)methyl)phenyl isobutyrate C(C(C)C)(=O)OC1=CC(=CC(=C1)C=NC1=CC=C(C=C1)CN(CC)CC)Br